F[C@H]1CN(CC[C@H]1NC1=C2C=C(N(C2=CC=C1)CC(F)(F)F)C1=NOC(=N1)CNC(=O)C1=CN(C=C1)CC(=O)O)C 2-[3-({[3-(4-{[(3S,4R)-3-fluoro-1-methylpiperidin-4-yl]amino}-1-(2,2,2-trifluoroethyl)-1H-indol-2-yl)-1,2,4-oxadiazol-5-yl]methyl}carbamoyl)-1H-pyrrol-1-yl]acetic acid